C(CCCCCCCCCCCCCCCCC)(=O)O.CC(C(=O)O)=C (methyl)acrylic acid stearate